benzyl (S)-3-((tert-butoxycarbonyl)amino)-4-(((S)-3-methoxy-1-((naphthalen-1-ylmethyl)amino)-1-oxopropan-2-yl)amino)-4-oxobutanoate C(C)(C)(C)OC(=O)N[C@@H](CC(=O)OCC1=CC=CC=C1)C(=O)N[C@H](C(=O)NCC1=CC=CC2=CC=CC=C12)COC